N-(2-(4-carbamoylpiperidin-1-yl)-4-((4-(3-((2-(2,6-dioxopiperidin-3-yl)-1,3-dioxoisoindolin-4-yl)amino)propanoyl)piperazin-1-yl)methyl)phenyl)-2-morpholinooxazole-4-carboxamide C(N)(=O)C1CCN(CC1)C1=C(C=CC(=C1)CN1CCN(CC1)C(CCNC1=C2C(N(C(C2=CC=C1)=O)C1C(NC(CC1)=O)=O)=O)=O)NC(=O)C=1N=C(OC1)N1CCOCC1